[N+](=O)([O-])C1=CC=C(C=C1)SSC1=CC=C(C=C1)[N+](=O)[O-] Bis(4-nitrophenyl) disulfide